FC=1C(=NC=C(C1)C(F)(F)F)CN(C(=O)C1=CC2=NC(=C3C(=C2N1)COC3)NC(OC(C)(C)C)=O)[C@@H]3COCC[C@H]3OC tert-butyl (2-(((3-fluoro-5-(trifluoromethyl)pyridin-2-yl)methyl)((3R,4R)-4-methoxytetrahydro-2H-pyran-3-yl)carbamoyl)-6,8-dihydro-1H-furo[3,4-d]pyrrolo[3,2-b]pyridin-5-yl)carbamate